2-(2-Chlorophenyl)-N-{4-[2-(propan-2-ylamino)pyrimidin-5-yl]-3-sulfamoylphenyl}acetamide ClC1=C(C=CC=C1)CC(=O)NC1=CC(=C(C=C1)C=1C=NC(=NC1)NC(C)C)S(N)(=O)=O